ClS(=O)(=O)C=1C=C(C(=O)OC)C=CC1OC methyl 3-chlorosulfonyl-4-methoxy-benzoate